3-(2-(((2-((1S,2S)-2-(3-chlorophenyl)cyclopropane-1-carboxamido)pyridin-4-yl)amino)methyl)-6-cyclopropylimidazo[1,2-a]pyridin-8-yl)propanoic acid ClC=1C=C(C=CC1)[C@@H]1[C@H](C1)C(=O)NC1=NC=CC(=C1)NCC=1N=C2N(C=C(C=C2CCC(=O)O)C2CC2)C1